3-hydroxythietane 1,1-dioxide OC1CS(C1)(=O)=O